(S)-3-([1,1'-Biphenyl]-4-ylamino)pyrrolidine-1-carboxylic acid tert-butyl ester C(C)(C)(C)OC(=O)N1C[C@H](CC1)NC1=CC=C(C=C1)C1=CC=CC=C1